OCC1=CC=C(C2=C1N=C(O2)N2CC1CCC(C2)N1C(=O)OC(C)(C)C)C=1SC=CN1 tert-Butyl 3-(4-(hydroxymethyl)-7-(thiazol-2-yl)benzo[d]oxazol-2-yl)-3,8-diazabicyclo[3.2.1]octane-8-carboxylate